5-Fluoro-4-(8-fluoro-2-methylquinolin-6-yl)-N-(1-(methylsulfonyl)piperidin-4-yl)pyrimidin FC=1C(=NCN(C1)C1CCN(CC1)S(=O)(=O)C)C=1C=C2C=CC(=NC2=C(C1)F)C